BrC=1C=C(O[C@@H](CO)C)C=CC1 (R)-2-(3-bromophenoxy)propan-1-ol